6-(aminomethyl)pyridin-2(1H)-one hydrochloride Cl.NCC1=CC=CC(N1)=O